CSCCNC(=O)C1=CC2=C(N=CN2)C=C1 benzimidazole-5-carboxylic acid (2-methylsulfanyl-ethyl)-amide